S1C(=NC2=C1C=CC=C2)NC(=O)C=2C=CC=C1CCN(CC21)C2=CC=C(C(=N2)C(=O)NS(=O)(=O)CCCN2CCC(CC2)C(=O)O)C=2C=NN(C2C)CC2CCCCC2 1-(3-(N-(6-(8-(benzo[d]thiazol-2-ylcarbamoyl)-3,4-dihydroisoquinolin-2(1H)-yl)-3-(1-(cyclohexylmethyl)-5-methyl-1H-pyrazol-4-yl)picolinoyl)sulfamoyl)propyl)piperidine-4-carboxylic acid